C1(CC1)COCCN1CCN(CC1)C1=CC=C(C=C1)[N+](=O)[O-] 1-(2-(Cyclopropylmethoxy)ethyl)-4-(4-nitrophenyl)piperazine